P(=O)(OC[C@H]1O[C@H]([C@@H]([C@@H]1O)O)[N+]1=CC(=CC=C1)C(=O)OCCCN1C(N(C=2N=CN(C2C1=O)C)C)=O)(O)[O-] ((2R,3S,4R,5R)-5-(3-((3-(3,7-dimethyl-2,6-dioxo-2,3,6,7-tetrahydro-1H-purin-1-yl) propoxy)carbonyl)pyridin-1-ium-1-yl)-3,4-dihydroxytetrahydrofuran-2-yl)methyl hydrogen phosphate